ClC=1C(=CC(=C(C1)C1=NNC=C1C=1N=C2C=C(C=NC2=CC1)N(C)C1CCN(CC1)CC)F)F 6-[3-(5-chloro-2,4-difluoro-phenyl)-1H-pyrazol-4-yl]-N-(1-ethyl-4-piperidyl)-N-methyl-1,5-naphthyridin-3-amine